C1(=C(C(=CC(=C1)C)C)N1C(N(C(C1)C[N+](C)(C)C)C1=C(C=C(C=C1C)C)C)=[Ru-5](=CC1=C(C=CC=C1)OC(C)C)(Cl)(Cl)Cl)C (1,3-dimesityl-4-((trimethylammonio)methyl)imidazolidin-2-ylidene)dichloro(2-isopropoxybenzylidene)ruthenium(II) Chloride